(S)-2-amino-2-(naphthalene-1-yl)acetic acid N[C@H](C(=O)O)C1=CC=CC2=CC=CC=C12